1,7-dioxaspiro[5.5]undecan-5-yl nicotinate C(C1=CN=CC=C1)(=O)OC1CCCOC12OCCCC2